2-oxoimidazolidine-1,3-dicarboxylate O=C1N(CCN1C(=O)[O-])C(=O)[O-]